[K].C(C)N1CCC(CC1)S(=O)(=O)NC(NC1=C2CCCC2=CC=C1C1=CC(=NC=C1)OC)=O 1-Ethyl-N-((5-(2-methoxypyridin-4-yl)-2,3-dihydro-1H-inden-4-yl)carbamoyl)piperidine-4-sulfonamide, potassium salt